(S)-2-amino-2-methyl-4-(3-(trifluoromethyl)phenyl)butanoic acid N[C@](C(=O)O)(CCC1=CC(=CC=C1)C(F)(F)F)C